CC1(CCCCC1)CNC(=O)C1=CN=C(O1)C1=CC(=CC=C1)C1=CC(=NN1)C(NC(CC)CC)=O N-((1-Methylcyclohexyl)Methyl)-2-(3-(3-(Pentan-3-Ylcarbamoyl)-1H-Pyrazol-5-Yl)Phenyl)Oxazole-5-Carboxamide